1-(4-(5-(difluoromethyl)-1,3,4-oxadiazol-2-yl)-2-fluorobenzyl)-6-fluoro-5-(furan-3-yl)-3-(1-methylpiperidin-4-yl)-1,3-dihydro-2H-benzo[d]imidazol-2-one FC(C1=NN=C(O1)C1=CC(=C(CN2C(N(C3=C2C=C(C(=C3)C3=COC=C3)F)C3CCN(CC3)C)=O)C=C1)F)F